N-(2-(tert-pentoxy)ethyl)-3-(imidazolyl)propan-1-amine C(C)(C)(CC)OCCNCCCC=1NC=CN1